NC(C#N)C=1C=NN2C1C(=CC=C2)C(F)(F)F 2-amino-2-[4-(trifluoromethyl)pyrazolo[1,5-a]pyridin-3-yl]acetonitrile